C1([C@@H](O)[C@H](O)[C@H](O)[C@@H](O1)C)C(C(C)=O)C1[C@@H](O)[C@H](O)[C@H](O)[C@@H](O1)C difucosylacetoN